2-[1-[(2,3-difluorophenyl)methyl]-5-oxopyrrolidin-2-yl]-N-(trifluoromethylsulfonyl)acetamid FC1=C(C=CC=C1F)CN1C(CCC1=O)CC(=O)NS(=O)(=O)C(F)(F)F